ClC1=CC(=C(C=C1)C1=CN=C2C(=N1)N(N=C2)CC(=O)N(C)C)F 2-(6-(4-Chloro-2-fluorophenyl)-1H-pyrazolo[3,4-b]pyrazin-1-yl)-N,N-dimethylacetamide